(S)-N-(5-(2-(2-aminopyridin-3-yl)-5-bromo-3H-imidazo[4,5-b]pyridin-3-yl)-2,3-dihydro-1H-inden-1-yl)-6-(difluoromethyl)nicotinamide NC1=NC=CC=C1C1=NC=2C(=NC(=CC2)Br)N1C=1C=C2CC[C@@H](C2=CC1)NC(C1=CN=C(C=C1)C(F)F)=O